C(#N)C1(COC1)COC=1C=C(C=2N(C1)N=CC2C#N)C=2C=NC(=CC2)N2CC1N(C(C2)C1)CC=1C=NC(=C(C1)F)OC 6-((3-Cyanooxetan-3-yl)methoxy)-4-(6-(6-((5-fluoro-6-methoxypyridin-3-yl)methyl)-3,6-diazabicyclo[3.1.1]heptan-3-yl)pyridin-3-yl)pyrazolo[1,5-a]pyridine-3-carbonitrile